NC1=NC=CC(=C1Cl)SC=1N=C(C(=NC1)N1CCC2(CC1)[C@@H](C1=CC=CC=C1C2)N)C (S)-1'-(5-((2-amino-3-chloropyridin-4-yl)thio)-3-methylpyrazin-2-yl)-1,3-dihydrospiro[indene-2,4'-piperidine]-1-amine